O[Si](O)(O)C(P([O-])([O-])=O)CCC (Trihydroxysilyl)-propylmethylphosphonat